iodochromenone IC=1C(OC2=CC=CC=C2C1)=O